ethyl (Z)-3-[(4-methyl-5-oxo-2H-furan-2-yl)oxy]-2-(2'-oxospiro[cyclopropane-1,3'-indoline]-1'-yl)prop-2-enoate CC1=CC(OC1=O)O\C=C(\C(=O)OCC)/N1C(C2(C3=CC=CC=C13)CC2)=O